C(CCC)N1C(C2=CN=CC=C2C(=C1)C1=C(C=O)C=CC=C1)=O (2-butyl-1-oxo-1,2-dihydro-2,7-naphthyridin-4-yl)benzaldehyde